phenoxyethyl acrylate (phenoxyethyl acrylate) O(C1=CC=CC=C1)CCC(C(=O)O)=C.C(C=C)(=O)OCCOC1=CC=CC=C1